1-[4-(2,3-dimethylphenyl)piperazin-1-yl]-2-{3-[4-(propan-2-yl)piperazine-1-carbonyl]-5,6-dihydrocyclopenta[c]pyrazol-1(4H)-yl}ethan-1-one CC1=C(C=CC=C1C)N1CCN(CC1)C(CN1N=C(C2=C1CCC2)C(=O)N2CCN(CC2)C(C)C)=O